O1C(=NC2=C1C=CC=C2)N2C1(CC(C2)(C1)COC1=CC(N(C=C1)C)=O)CNC1=C2C=CN=C(C2=CC=C1)NCC1=C(C=C(C=C1)OC)OC 4-[[2-(1,3-Benzoxazol-2-yl)-1-[[[1-[(2,4-dimethoxyphenyl)methylamino]-5-isoquinolyl]amino]methyl]-2-azabicyclo[2.1.1]hexan-4-yl]methoxy]-1-methyl-pyridin-2-one